butylmethylimidazole tetrafluoroborate F[B-](F)(F)F.C(CCC)C=1N=C(NC1)C